C(C)(C)(C)OC1=C(C=C(C=C1)CCC(=O)O)I 3-(4-(tert-butoxy)-3-iodo-phenyl)propionic acid